C1(CCCC1)CN1C(=NC=2N(C(N(C(C12)=O)CC#C)=O)CCCCP(OCC)(OCC)=O)CCC1=CC=C(C=C1)CC Diethyl (4-(7-(cyclopentylmethyl)-8-(4-ethylphenethyl)-2,6-dioxo-1-(prop-2-yn-1-yl)-1,2,6,7-tetrahydro-3H-purin-3-yl)butyl)phosphonate